C(#N)C=1C=C(C=CC1)NC=1N=C2N(C(C1)=O)C=C(C=C2C(C)NC2=C(C(=O)O)C=CC=C2)C 2-((1-(2-((3-cyanophenyl)amino)-7-methyl-4-oxo-4H-pyrido[1,2-a]pyrimidin-9-yl)ethyl)amino)benzoic acid